tert-butyl 1-[3-(3-cyanophenyl)quinoxalin-2-yl]pyrrolidine-3-carboxylate C(#N)C=1C=C(C=CC1)C=1C(=NC2=CC=CC=C2N1)N1CC(CC1)C(=O)OC(C)(C)C